C(CCCCCCCCCC)OCCCCCCCCCCC bisundecylether